5'-(4-Amino-3-(dimethylcarbamoyl)-2-fluorophenyl)-4'-chloro-3-ethyl-1',2'-dihydrospiro[cyclopentane-1,3'-pyrrolo[2,3-b]pyridine]-3-carboxamide NC1=C(C(=C(C=C1)C=1C(=C2C(=NC1)NCC21CC(CC1)(C(=O)N)CC)Cl)F)C(N(C)C)=O